(S)-1-((3S,4R)-3-fluoro-4-((2-(3-((2-methoxy-4-(methylsulfonyl)phenyl)amino)prop-1-yn-1-yl)-1-(2,2,2-trifluoroethyl)-1H-indol-4-yl)amino)piperidin-1-yl)-3-methoxypropan-2-ol F[C@H]1CN(CC[C@H]1NC1=C2C=C(N(C2=CC=C1)CC(F)(F)F)C#CCNC1=C(C=C(C=C1)S(=O)(=O)C)OC)C[C@@H](COC)O